N-(4,4-diethyl-7-methyl-4H-chromeno[4,3-d]thiazol-2-yl)-4,6-dimethoxypyrimidine-5-carboxamide C(C)C1(OC=2C=C(C=CC2C=2N=C(SC21)NC(=O)C=2C(=NC=NC2OC)OC)C)CC